FC1([C@@H](C12CCN(CC2)S(=O)(=O)N)C=2OC(=NN2)C2=C(C=CC=C2)C)F (2S)-1,1-Difluoro-2-[5-(2-methylphenyl)-1,3,4-oxadiazol-2-yl]-6-azaspiro[2.5]octan-6-sulfonamid